(Z)-4-(3-chloro-4-(3-(4-chloro-3-(trifluoromethyl)phenyl)-2-cyanoguanidino)phenoxy)-N-methylpyridine-2-carboxamide ClC=1C=C(OC2=CC(=NC=C2)C(=O)NC)C=CC1N\C(=N/C#N)\NC1=CC(=C(C=C1)Cl)C(F)(F)F